C1(CC1)COC=1C=C(C=CC1OC)C(CN1C(=CC(C=C1)=O)Cl)=O 1-(2-(3-Cyclopropylmethoxy-4-methoxyphenyl)-2-oxoethyl)-2-chloropyridin-4(1H)-one